O=C1N(C=CC=C1C(=O)O)C1=C(N=NC=C1)OCC(F)(F)F 2-oxo-1-[3-(2,2,2-trifluoroethoxy)pyridazin-4-yl]-1,2-dihydropyridine-3-carboxylic Acid